1-[3-(1-hydroxyethyl)-6-[5-(6-methylpyridazin-3-yl)oxybenzimidazol-1-yl]-2-pyridinyl]-5-methyl-pyrazole-3-carbonitrile OC(C)C=1C(=NC(=CC1)N1C=NC2=C1C=CC(=C2)OC=2N=NC(=CC2)C)N2N=C(C=C2C)C#N